C(#N)C[C@H](CC(=O)N(C)C=1SC(=C(N1)C)C(=O)OC(C)C)NC(=O)C1=CC(=CC=C1)C=1C=NN(C1)C Propan-2-yl 2-[(3R)-4-cyano-N-methyl-3-{[3-(1-methyl-1H-pyrazol-4-yl)phenyl]formamido}butanamido]-4-methyl-1,3-thiazole-5-carboxylate